CN1N=C(C=C1O)C 1,3-dimethyl-5-hydroxy-1H-pyrazol